CC1(CC(=CC=C1)C(=O)NC)C(=O)N 1,N3-dimethylbenzene-1,3-dicarboxamide